Acetoacetic acid benzyl ester C(C1=CC=CC=C1)OC(CC(=O)C)=O